C(C(C)C)C(C(=O)[O-])S.C(C(C)C)C(C(=O)[O-])S.C(CCC)[Sn+2]CCCC Dibutyl-tin bis(isobutyl thioglycolate)